4-((S)-4-acryloyl-3-(cyanomethyl)piperazin-1-yl)-8-fluoro-2-(((S)-1-methylpyrrolidin-2-yl)methoxy)-7-(1,1a,6,6a-tetrahydrocyclopropa[a]inden-2-yl)quinoline-3-acetonitrile C(C=C)(=O)N1[C@H](CN(CC1)C1=C(C(=NC2=C(C(=CC=C12)C1=CC=CC=2CC3C(C12)C3)F)OC[C@H]3N(CCC3)C)CC#N)CC#N